C(CC)OCNC(C(=CCOCCC)C)=O N-propoxymethyl-(propoxymethyl)methacrylamide